(1R,2S,3R,5R)-3-{4-amino-5-bromopyrrolo[2,3-d]pyrimidin-7-yl}-5-[(3-{[(2-phenylethyl)amino]methyl}azetidin-1-yl)methyl]cyclopentane-1,2-diol NC=1C2=C(N=CN1)N(C=C2Br)[C@H]2[C@@H]([C@@H]([C@H](C2)CN2CC(C2)CNCCC2=CC=CC=C2)O)O